(S)-ethyl 8-(2-amino-6-((R)-1-(4-((dimethylamino)methyl)-2-(3-methyl-1H-pyrazol-1-yl)phenyl)-2,2,2-trifluoroethoxy)pyrimidin-4-yl)-2,8-diazaspiro[4.5]decane-3-carboxylate NC1=NC(=CC(=N1)N1CCC2(C[C@H](NC2)C(=O)OCC)CC1)O[C@@H](C(F)(F)F)C1=C(C=C(C=C1)CN(C)C)N1N=C(C=C1)C